1,3,5-triazinylphenylamine N1=C(N=CN=C1)NC1=CC=CC=C1